bis-[1,2,4]Triazol-1-yl-methanone N1(N=CN=C1)C(=O)N1N=CN=C1